N-(6-(2-(((1R,4R)-4-(dimethylamino)-3-fluorocyclohexyl)amino)-8-ethyl-quinazolin-6-yl)-2-methylpyridin-3-yl)-3,3,3-trifluoropropane-1-sulfonamide CN([C@H]1C(C[C@@H](CC1)NC1=NC2=C(C=C(C=C2C=N1)C1=CC=C(C(=N1)C)NS(=O)(=O)CCC(F)(F)F)CC)F)C